6-chloro-2-(2-methoxyethyl)-4,5-dimethyl-4,5-dihydro-2H-[1,2,3]triazolo[4,5-c][1,7]naphthyridine ClC1=NC=CC=2C=3C(C(N(C12)C)C)=NN(N3)CCOC